tri(t-butyl) phosphate P(=O)(OC(C)(C)C)(OC(C)(C)C)OC(C)(C)C